2,4-dihydroxy-N-(4-(hydroxycarbamoyl)benzyl)-5-isopropyl-N-(4-(4-methylpiperazin-1-yl)phenyl)benzamide OC1=C(C(=O)N(C2=CC=C(C=C2)N2CCN(CC2)C)CC2=CC=C(C=C2)C(NO)=O)C=C(C(=C1)O)C(C)C